1-(4-((1S,2S)-6-hydroxy-2-isopropyl-1,2,3,4-tetrahydronaphthalen-1-yl)phenyl)piperidine-4-carbaldehyde OC=1C=C2CC[C@H]([C@H](C2=CC1)C1=CC=C(C=C1)N1CCC(CC1)C=O)C(C)C